(2S,4R)-4-(benzyloxy)-1-(tert-butoxycarbonyl)pyrrolidine-2-carboxylic acid C(C1=CC=CC=C1)O[C@@H]1C[C@H](N(C1)C(=O)OC(C)(C)C)C(=O)O